1-pentylmethyl-ammonium C(CCCC)C[NH3+]